N-(3-(7-((3-chloro-1-(2-cyanopropan-2-yl)-1H-pyrazol-4-yl)amino)-2-oxo-3-phenyl-3,4-dihydropyrimido[4,5-d]pyrimidin-1(2H)-yl)phenyl)acrylamide trifluoroacetate salt FC(C(=O)O)(F)F.ClC1=NN(C=C1NC1=NC=C2C(=N1)N(C(N(C2)C2=CC=CC=C2)=O)C=2C=C(C=CC2)NC(C=C)=O)C(C)(C)C#N